(1R,5S) or (1S,5R)-3-(8-cyanoquinolin-5-yl)-5-(trifluoromethyl)-3-azabicyclo[3.1.0]hexane-1-Formamide C(#N)C=1C=CC(=C2C=CC=NC12)N1C[C@]2(C[C@]2(C1)C(F)(F)F)C(=O)N |o1:14,16|